chloro-2,3,5,6-tetrahydrospiro[pyran-4,7'-pyrrolo[3,2-d]pyrimidin]-6'(5'H)-one ClC=1N=CC2=C(N1)C1(C(N2)=O)CCOCC1